CS(=NC(=O)C1=CC(=NC2=CC=CC=C12)COC1=CC=C(C=C1)C1=NNC=C1C1=CC=NC=C1)(=O)C N-[Dimethyl(oxo)-λ6-sulfanylidene]-2-[[4-[4-(4-pyridyl)-1H-pyrazol-3-yl]phenoxy]methyl]quinoline-4-carboxamide